bromo-5-amino-uracil BrC1=C(C(NC(N1)=O)=O)N